5-chloro-1-benzothiophene-3-carbaldehyde ClC=1C=CC2=C(C(=CS2)C=O)C1